C(C)(=O)O[C@@H]1CC[C@H](C2=CC=CC=C12)Br trans-1-acetoxy-4-bromo-1,2,3,4-tetrahydronaphthalene